1,2-Dimyristoyl-sn-Glycero-3-phosphate C(CCCCCCCCCCCCC)(=O)OC[C@@H](OC(CCCCCCCCCCCCC)=O)COP(=O)(O)O